ClC=1C=CC2=C(N(CN(S2(=O)=O)[C@@H]([C@H](C)C2=C(C(=CC=C2F)C)C)C2=NNC(O2)=O)OC)C1 5-((1S,2R)-1-(6-chloro-4-methoxy-1,1-dioxido-3,4-dihydro-2H-benzo[e][1,2,4]thiadiazin-2-yl)-2-(6-fluoro-2,3-dimethylphenyl)propyl)-1,3,4-oxadiazol-2(3H)-one